perfluoro-1-dodecene FC(=C(C(C(C(C(C(C(C(C(C(C(F)(F)F)(F)F)(F)F)(F)F)(F)F)(F)F)(F)F)(F)F)(F)F)(F)F)F)F